(S)-2-((5-fluoropyridin-3-yl)methyl)-6-(2-(2-(trifluoromethyl)pyrrolidin-1-yl)pyrimidin-5-yl)pyridazin-3(2H)-one FC=1C=C(C=NC1)CN1N=C(C=CC1=O)C=1C=NC(=NC1)N1[C@@H](CCC1)C(F)(F)F